tert-butyl (3R)-3-[[(4R)-4-methyl-2-(1-methylpyrazolo[3,4-b]pyridin-4-yl)-3,4-dihydro-1H-isoquinolin-6-yl]oxymethyl]piperazine-1-carboxylate C[C@H]1CN(CC2=CC=C(C=C12)OC[C@H]1CN(CCN1)C(=O)OC(C)(C)C)C1=C2C(=NC=C1)N(N=C2)C